BrC=1C(=NC=NC1)OC1=CC=C(C=C1)F 5-bromo-4-(4-fluorophenoxy)pyrimidine